C1(CCCCC1)COC(=O)C1C(C2C(CC1)O2)C cyclohexylmethyl-3,4-epoxy-2-methyl-cyclohexanecarboxylate